1-(18Z,21Z,24Z,27Z,30Z-hexatriacontapentaenoyl)-2-(5Z,8Z,11Z,14Z-eicosatetraenoyl)-glycero-3-phosphocholine CCCCC/C=C\C/C=C\C/C=C\C/C=C\CCCC(=O)O[C@H](COC(=O)CCCCCCCCCCCCCCCC/C=C\C/C=C\C/C=C\C/C=C\C/C=C\CCCCC)COP(=O)([O-])OCC[N+](C)(C)C